(E)-3-(2-((5-methyl-2H-tetrazol-2-yl)methyl)-4-(trifluoromethyl)phenyl)-acrylic acid ethyl ester C(C)OC(\C=C\C1=C(C=C(C=C1)C(F)(F)F)CN1N=C(N=N1)C)=O